(2S,4R)-N-(2-((9-aminononyl)oxy)-4-(4-methylthiazol-5-yl)benzyl)-1-((S)-2-(1-fluorocyclopropane-1-carboxamido)-3,3-dimethylbutanoyl)-4-hydroxypyrrolidine-2-carboxamide NCCCCCCCCCOC1=C(CNC(=O)[C@H]2N(C[C@@H](C2)O)C([C@H](C(C)(C)C)NC(=O)C2(CC2)F)=O)C=CC(=C1)C1=C(N=CS1)C